ethyl-N-methyl-1,1-dioxo-4H-thieno[3,2-e][1,2,4]thiadiazin-3-amine C(C)N1C(=NS(C2=C1C=CS2)(=O)=O)NC